C(C)(CC)NC(C[N+]1=CC2=CC=CC=C2C=C1)=O 2-(2-(sec-butylamino)-2-oxoethyl)isoquinolin-2-ium